4-(((2Z)-3-cyclohexyl-5-(3-methoxybenzylidene)-4-oxothiazolidin-2-ylidene)amino)benzenesulphonamide C1(CCCCC1)N1/C(/SC(C1=O)=CC1=CC(=CC=C1)OC)=N/C1=CC=C(C=C1)S(=O)(=O)N